FC1=CC(=CC2=C1N=C(S2)C(=O)OC)[N+](=O)[O-] methyl 4-fluoro-6-nitrobenzo[d]thiazole-2-carboxylate